C(C1=CC=CC=C1)N1N=CC(=C1)C=1C(=CC(N(C1)C)=O)SCC 5-(1-Benzyl-1H-pyrazol-4-yl)-4-ethylsulfanyl-1-methyl-1H-pyridin-2-one